C(#N)C=1C(N(C2=CC(=CC=C2C1N1CCC(CC1)C=1OC2=C(N1)C=C(C=C2)C)OCC(=O)O)C)=O ({3-cyano-1-methyl-4-[4-(5-methyl-1,3-benzoxazol-2-yl)piperidin-1-yl]-2-oxo-1,2-dihydroquinolin-7-yl}oxy)acetic acid